C(C1=CC=CC=C1)(=O)OCN1OC(NOC1C)COC(C)(C)C ((3-(tert-Butoxymethyl)-6-methyl-2,5-dioxapiperazin-1-yl) methyl) benzoate